2-(6,7-dimethoxy-1,5-naphthyridin-4-yl)-3-iodo-1,5,6,7-tetrahydroindol-4-one COC=1N=C2C(=CC=NC2=CC1OC)C=1NC=2CCCC(C2C1I)=O